tert-butyl N-[4-(4-bromopyrazol-1-yl)cyclohexyl]carbamate BrC=1C=NN(C1)C1CCC(CC1)NC(OC(C)(C)C)=O